C(C)C=1N=C2N(C=CC(=N2)C(F)(F)F)C1C(=O)C1=CC=C(C=C1)O (2-ethyl-7-(trifluoromethyl)imidazo[1,2-a]pyrimidin-3-yl)(4-hydroxyphenyl)methanone